C(C1=CC=CC=C1)CI benzyliodomethane